F[C@@H]1C[C@@H]2[C@@H]([C@@H](OC=3C=CC(=CC23)O)C2=CC=C(C=C2)O)C1 (2R,3aS,4R,9bR)-2-Fluoro-4-(4-hydroxy-phenyl)-1,2,3,3a,4,9b-hexahydro-cyclopenta[c]chromen-8-ol